benzyl (2S,4S)-4-((5-(2H-1,2,3-triazol-2-yl)pyridin-2-yl)oxy)-2-((difluoromethoxy)methyl)pyrrolidin-1-carboxylate N=1N(N=CC1)C=1C=CC(=NC1)O[C@H]1C[C@H](N(C1)C(=O)OCC1=CC=CC=C1)COC(F)F